(R)-1-(2-methyl-3-(trifluoromethyl)phenyl)propane-1-amine CC1=C(C=CC=C1C(F)(F)F)[C@@H](CC)N